CC1=C(C=2N(C=C1C1=C(C3=C(N1C(=O)OC(C)(C)C)C=C(S3)C=O)C(C)C)N=CN2)C tert-butyl 5-(7,8-dimethyl-[1,2,4]triazolo[1,5-a]pyridin-6-yl)-2-formyl-6-isopropyl-4H-thieno[3,2-b]pyrrole-4-carboxylate